2-((1H-imidazol-2-yl)methoxy)-N-(6-((4-(aminomethyl)-1H-pyrazol-1-yl)methyl)-4-methoxybenzo[d]isoxazol-3-yl)-5-ethylbenzenesulfonamide hydrochloride Cl.N1C(=NC=C1)COC1=C(C=C(C=C1)CC)S(=O)(=O)NC1=NOC2=C1C(=CC(=C2)CN2N=CC(=C2)CN)OC